N-(beta-aminoethyl)-gamma-aminopropyl-methyltrimethoxysilane NCCNCCCCO[Si](OC)(OC)C